OCCN(CCCCCCCC(=O)OC(CCCCCCCC)CCCCCCCC)CCCCCCCC(=O)OCCCCCCCCC Heptadecan-9-yl 8-((2-hydroxyethyl) (8-(nonyloxy)-8-oxooctyl) amino)octanoate